N1(C(=O)NC(=O)C=C1)CC(=O)[O-] uracil-1-yl-acetic acid anion